OCCCC1(C(=O)O)C(C(=O)O)CCC=C1 hydroxypropyl-tetrahydrophthalic acid